8-(1-(2-((tert-butyldimethylsilyl)oxy)ethyl)-1H-imidazol-2-yl)-6,6-dimethyl-1,4-dioxaspiro[4.5]Decane-8-ol [Si](C)(C)(C(C)(C)C)OCCN1C(=NC=C1)C1(CC(C2(OCCO2)CC1)(C)C)O